BrC=1C=CC=C2C(=CNC12)C1=NC(=NC=C1C(F)(F)F)Cl 7-Bromo-3-(2-chloro-5-(trifluoromethyl)pyrimidin-4-yl)-1H-indole